6-chloro-5-hydroxy-2-methyl-4-(2-methyl-1-naphthyl)-3(2H)-pyridazinone ClC=1C(=C(C(N(N1)C)=O)C1=C(C=CC2=CC=CC=C12)C)O